NC1=CC=C(OC2=CC(=C(N)C=C2)CC(C)C)C=C1 4-(4-aminophenoxy)-2-isobutylaniline